CC(CC(C)C)=NCCC[Si](OCC)(OCC)OCC N-(1,3-dimethylbutylidene)-3-(triethoxysilyl)-1-propylamine